4-(3,4-difluoro-5-methylphenyl)butyric acid FC=1C=C(C=C(C1F)C)CCCC(=O)O